N[C@]1(CN(CCC1)C=1C=NC(=CC1CN1C2=NC=NC(=C2N=C1)N)C1=CC(=C(C=C1)F)F)C1=CC=C(C(=N1)Cl)C(C)O 1-(6-((R)-3-amino-1-(4-((6-amino-9H-purin-9-yl)methyl)-6-(3,4-difluorophenyl)pyridin-3-yl)piperidin-3-yl)-2-chloropyridin-3-yl)ethan-1-ol